methyl 2-(4-cyclopropyl-6-methoxy-pyrimidin-5-yl)-4-[[4-[1-isopropyl-4-(trifluoromethyl)imidazol-2-yl]phenyl]amino]pyrimidine-5-carboxylate C1(CC1)C1=NC=NC(=C1C1=NC=C(C(=N1)NC1=CC=C(C=C1)C=1N(C=C(N1)C(F)(F)F)C(C)C)C(=O)OC)OC